n-butyloxyoctyloxymagnesium C(CCC)OCCCCCCCCO[Mg]